BrC=1C=C(C=CC1C)C(C)(C)O 2-(3-bromo-4-methylphenyl)propan-2-ol